C1(CC1)C[C@@H]1C[C@H](N(CC1)CC1=C2C=CNC2=C(C=C1OC)C)C1=CC=C(C(=O)O)C=C1 4-((2s,4s)-4-(cyclopropylmethyl)-1-((5-methoxy-7-methyl-1H-indol-4-yl)methyl)piperidin-2-yl)benzoic acid